F[C@@H]1[C@@H](C1)C(=O)NC=1SC2=C(N1)C=CC(=C2)C2=C1CC(NC1=CC=C2C)=O (1s,2s)-2-fluoro-N-(6-(5-methyl-2-oxindol-4-yl)benzo[d]thiazol-2-yl)cyclopropane-1-carboxamide